2-[[5-fluoro-4-(2-fluoro-4-nitro-phenoxy)pyrrolo[2,3-b]pyridin-1-yl]methoxy]ethyl-trimethyl-silane FC=1C(=C2C(=NC1)N(C=C2)COCC[Si](C)(C)C)OC2=C(C=C(C=C2)[N+](=O)[O-])F